2-(2-methoxyethyl)-N4,6-diphenyl-1,3,5-triazine-2,4-diamine COCCC1(NC(=NC(=N1)NC1=CC=CC=C1)C1=CC=CC=C1)N